NC=1C=2N(C3=CC(=C(C=C3N1)F)C(=O)N1[C@@H]3[C@H](CCC1)OC1=C3C=C(C(=C1)C(F)(F)F)F)C=NC2 (4-amino-7-fluoroimidazo[1,5-a]quinoxalin-8-yl)((4aS,9bS)-8-fluoro-7-(trifluoromethyl)-3,4,4a,9b-tetrahydrobenzofuro[3,2-b]pyridin-1(2H)-yl)methanone